O=C1N(CCC(N1)=O)C1=NN(C2=CC(=CC=C12)C12CCN(CC2O1)C(=O)OC(C)(C)C)C tert-butyl 6-(3-(2,4-dioxotetrahydropyrimidin-1(2H)-yl)-1-methyl-1H-indazol-6-yl)-7-oxa-3-azabicyclo[4.1.0]heptane-3-carboxylate